Cl.NC1C(NC(C1)=O)=O 3-aminopyrrolidine-2,5-dione hydrochloride salt